N-(4-(4-amino-1-cyclopentyl-7-oxo-6,7-dihydro-1H-pyrrolo[2,3-d]pyridazin-3-yl)benzyl)-4,5-difluoro-2-methoxybenzamide NC=1C2=C(C(NN1)=O)N(C=C2C2=CC=C(CNC(C1=C(C=C(C(=C1)F)F)OC)=O)C=C2)C2CCCC2